[Cl-].[Ca+2].C(CCCC=C)O[Si](C)(C)C.[Cl-] (hex-5-en-1-yloxy)trimethylsilane Calcium Chloride